2-((2-ethylbutyl)amino)-3-(1H-indol-3-yl)propanamide C(C)C(CNC(C(=O)N)CC1=CNC2=CC=CC=C12)CC